(1S,3R)-6-(1-ethyl-1H-pyrazol-4-yl)-2-(2-fluoro-2-methylpropyl)-1-(6-fluoropyridin-3-yl)-3-methyl-1,2,3,4-tetrahydroisoquinoline C(C)N1N=CC(=C1)C=1C=C2C[C@H](N([C@@H](C2=CC1)C=1C=NC(=CC1)F)CC(C)(C)F)C